BrC(C(=O)Cl)C 2-bromo-propionyl chloride